tert-butyl-dimethyl-[(4-methyl-1-oxo-6,7-dihydro-5H-cyclopenta[b]pyridin-1-ium-6-yl)methoxy]silane C(C)(C)(C)[Si](OCC1CC2=C([N+](CC=C2C)=O)C1)(C)C